CS(=O)(=O)OCCC1CCN(CC1)C1=CC=C2C(=NN(C2=C1)C)C=1C(=NC(=CC1)OCC1=CC=CC=C1)OCC1=CC=CC=C1 2-(1-(3-(2,6-bis(benzyloxy)pyridin-3-yl)-1-methyl-1H-indazol-6-yl)piperidin-4-yl)ethyl methanesulfonate